C(CCC)OC(=O)C12C=CC(CC1)C2 butoxycarbonylbicyclo[2.2.1]hept-2-ene